BrC1=CC(=C(C=C1)B1OC(C(O1)(C)C)(C)C)[N+](=O)[O-] 2-(4-bromo-2-nitrophenyl)-4,4,5,5-tetramethyl-1,3,2-dioxaborolane